C(CCCCCCCCCCCCC)NCCCCCCCCCCCCCC din-Tetradecylamine